3-(4-aminopiperidin-1-yl)-8-(1H-pyrazol-4-yl)-5H-chromeno[2,3-c]pyridin-5-one NC1CCN(CC1)C1=CC2=C(C=N1)OC1=CC(=CC=C1C2=O)C=2C=NNC2